3-[(2,4-Diamino-6-ethylpyrimidin-5-yl)oxy]propoxyl-N-[7-(hydroxyamino)-7-oxoheptyl]benzamide NC1=NC(=C(C(=N1)N)OCCCOC1=C(C(=O)NCCCCCCC(=O)NO)C=CC=C1)CC